NCCCC(=O)NC1=CC(=C(C=C1)C#CCN)OC 4-amino-N-(4-(3-aminoprop-1-yn-1-yl)-3-methoxyphenyl)butanamide